4-(phenoxyacetoxy)-2,2,6,6-tetramethylpiperidine O(C1=CC=CC=C1)CC(=O)OC1CC(NC(C1)(C)C)(C)C